5-(acetylamino)-7-cyclobutyl-2-methoxyquinoline-3-carboxylic acid C(C)(=O)NC1=C2C=C(C(=NC2=CC(=C1)C1CCC1)OC)C(=O)O